tert-butyl (26-(4-bromo-5-chloro-2-((4,4-dimethyl-3,4-dihydroquinolin-1(2H)-yl)sulfonyl)phenoxy)-3,6,9,12,15,18,21,24-octaoxahexacosyl)carbamate BrC1=CC(=C(OCCOCCOCCOCCOCCOCCOCCOCCOCCNC(OC(C)(C)C)=O)C=C1Cl)S(=O)(=O)N1CCC(C2=CC=CC=C12)(C)C